O=C1NC(CCC1C1=NN(C2=C(C=CC=C12)N1C[C@@H](N(CC1)C(=O)OC(C)(C)C)C)C)=O Tert-butyl (2S)-4-(3-(2,6-dioxopiperidin-3-yl)-1-methyl-1H-indazol-7-yl)-2-methylpiperazine-1-carboxylate